CC(CCC=1OC(=CN1)C=1C=CC(=NC1C1=CC=C2C=CC=NC2=C1)C#N)(C)C 5-(2-(3,3-Dimethylbutyl)oxazol-5-yl)-6-(chinolin-7-yl)picolinonitril